N1=CC=C(C2=C1NC1=C(O2)C=CC=C1)OC1=CC=C(C=C1)NC(=O)C1(CC1)C(=O)NCC1=CC=CC=C1 N-(4-((10H-benzo[b]pyrido[2,3-e][1,4]oxazin-4-yl)oxy)phenyl)-N'-benzyl-cyclopropane-1,1-dicarboxamide